2,6-Anhydro-4-(5-carboxy-3-cyano-2H-indazol-2-yl)-3,4,5-trideoxy-5-isobutyramido-D-glycero-D-galacto-non-2-enonic acid C(=O)(O)C1=CC2=C(N(N=C2C=C1)[C@H]1C=C(C(=O)O)O[C@H]([C@@H]1NC(C(C)C)=O)[C@H](O)[C@H](O)CO)C#N